OCC1N(CCCC1)C(CNC(=O)C1=CC2=C(N(C(=N2)NC=2SC3=C(N2)C=CC(=C3)OC(F)(F)F)C)C=C1)=O 1-Methyl-2-(6-trifluoromethoxy-benzothiazol-2-ylamino)-1H-benzoimidazole-5-carboxylic acid [2-(2-hydroxymethyl-piperidin-1-yl)-2-oxo-ethyl]-amide